N1=C(C=CC(=C1)C1=CC=2C3=CC=CC=C3C3=CC(=CC=C3C2C=C1)C=1C=CC(=NC1)C1=NC=CC=C1)C1=NC=CC=C1 2,7-di([2,2'-bipyridine]-5-yl)triphenylene